C1(CC1)C1=NOC(C1)C(=O)N[C@@H](CC(C)C)B1O[C@@]2([C@H](O1)C[C@H]1C([C@@H]2C1)(C)C)C 3-cyclopropyl-N-((R)-3-methyl-1-((3aS,4S,6S,7aR)-3a,5,5-trimethylhexahydro-4,6-methanobenzo[d][1,3,2]dioxaborol-2-yl)butyl)-4,5-dihydroisoxazol-5-carboxamide